barium lauric acid C(CCCCCCCCCCC)(=O)O.[Ba]